5-(1H-benzo[d]imidazol-2-yl)-2-(4-methylpiperazin-1-yl)-N-(4-pyrimidin-5-ylphenyl)aniline N1C(=NC2=C1C=CC=C2)C=2C=CC(=C(NC1=CC=C(C=C1)C=1C=NC=NC1)C2)N2CCN(CC2)C